CC(C(=O)O)(C)C1=CC(=C(C(=C1)C(C)(C)C)O)C(C)(C)C.NC1=CC=C(C=C1)C(C1=CC=C(N)C=C1)C1=CC=C(C=C1)[SH4]OOC 4-[(4-aminophenyl)[4-(methyldioxy-lambda6-thio)phenyl]methyl]aniline methyl-3,5-bis(1,1-dimethylethyl)-4-hydroxyphenylpropionate